C(C)C(CN1C=2C(=C(C1=O)C1=CC=C(C=C1)Br)C=C1N(C(C(=C1C2)C2=CC=C(C=C2)Br)=O)CC(CCCC)CC)CCCC N,N'-bis(2-ethylhexyl)-3,7-bis(4-bromophenyl)-2,6-dioxo-1,2,5,6-tetrahydrobenzo[1,2-b:4,5-b']dipyrrole